OC=1C=C(CCOCCC(=O)OC(C)(C)C)C=CC1 tert-butyl 3-(3-hydroxyphenethoxy)propanoate